4-((5-(3-hydroxy-3-methyl-2-oxoindolin-1-yl)pyridin-3-yl)methyl)phthalazin OC1(C(N(C2=CC=CC=C12)C=1C=C(C=NC1)CC1=NN=CC2=CC=CC=C12)=O)C